Bis(((2-((2-ethoxyphenoxy)methyl)morpholine-4-carbonyl)oxy)methyl) pyridine-3,5-dicarboxylate N1=CC(=CC(=C1)C(=O)OCOC(=O)N1CC(OCC1)COC1=C(C=CC=C1)OCC)C(=O)OCOC(=O)N1CC(OCC1)COC1=C(C=CC=C1)OCC